tert-Butyl (RS)-3-(7-carbamoyl-2,3-dimethyl-1H-indol-4-yl)piperidine-1-carboxylate C(N)(=O)C=1C=CC(=C2C(=C(NC12)C)C)[C@@H]1CN(CCC1)C(=O)OC(C)(C)C |r|